6-chloro-N-((1S,2R)-2-(6-fluoro-2,3-dimethylphenyl)-1-(5-oxo-4,5-dihydro-1,3,4-oxadiazol-2-yl)propyl)-3,4-dihydroisoquinoline-2(1H)-sulfonamide ClC=1C=C2CCN(CC2=CC1)S(=O)(=O)N[C@@H]([C@H](C)C1=C(C(=CC=C1F)C)C)C=1OC(NN1)=O